CC1CC(CC(C1)(C)C)NC1CC(CC(C1)(C)C)C Di-(3,5,5-trimethylcyclohexyl)amin